FC1=CC=2C3=C(C(N(C2N=C1C1=C(C=CC=C1OC)F)C1=NC=CN=C1C(C)C)=O)N(C([C@@H]1N3C[C@H](NC1)C)=O)C (2R,4aR)-11-fluoro-10-(2-fluoro-6-methoxyphenyl)-8-(3-isopropylpyrazin-2-yl)-2,6-dimethyl-2,3,4,4a,6,8-hexahydro-1H-pyrazino[1',2':4,5]pyrazino[2,3-c][1,8]naphthyridin-5,7-dione